3-((4-cyano-2,6-difluorophenoxy)methyl)-4-fluorobenzo[b]thiophene-2-carboxylic acid ethyl ester C(C)OC(=O)C1=C(C2=C(S1)C=CC=C2F)COC2=C(C=C(C=C2F)C#N)F